(R,E)-3-(2-((4-(2-(4-chlorophenyl)-2,3-dihydrobenzo[b][1,4]dioxin-5-yl)piperidin-1-yl)methyl)-1-((1-ethyl-1H-imidazol-5-yl)methyl)-1H-imidazol-5-yl)acrylic acid ClC1=CC=C(C=C1)[C@@H]1COC2=C(O1)C=CC=C2C2CCN(CC2)CC=2N(C(=CN2)/C=C/C(=O)O)CC2=CN=CN2CC